CN(CCN(C1=C(C=C(C(=C1)OC)NC1=NC=NC(=C1)N1OCC[C@@H]1C1=CC(=CC(=C1)OC1=CC(=CC=C1)F)F)NC(C=C)=O)C)C (R)-N-(2-((2-(dimethylamino)-ethyl)(methyl)-amino)-5-((6-(3-(3-fluoro-5-(3-fluorophenoxy)-phenyl)isoxazolidin-2-yl)pyrimidin-4-yl)amino)-4-methoxyphenyl)acrylamide